(+/-)-6-{[(trans,trans)-4-(3-methanesulfonylphenyl)-2-methylpiperidin-3-yl]methoxy}-2,3-dihydro-1H-isoindol-1-one CS(=O)(=O)C=1C=C(C=CC1)C1C(C(NCC1)C)COC1=CC=C2CNC(C2=C1)=O